C(C1=CC=CC=C1)OC1=C(C(=C2C[C@@H](N(C2=C1)C(=O)OC(C)(C)C)CN(CC1CC1)C(=O)OC(C)(C)C)F)N1S(NC(C1)=O)(=O)=O tert-butyl (2R)-6-(benzyloxy)-2-{[(tert-butoxycarbonyl)(cyclopropylmethyl)amino]methyl}-4-fluoro-5-(1,1,4-trioxo-1λ6,2,5-thiadiazolidin-2-yl)-2,3-dihydro-1H-indole-1-carboxylate